5-(3-((R)-1-(5-(azetidin-3-yloxy)-2-methylbenzamido)ethyl)phenyl)thiophen N1CC(C1)OC=1C=CC(=C(C(=O)N[C@H](C)C=2C=C(C=CC2)C2=CC=CS2)C1)C